monomethylarginine CN[C@@H](CCCNC(N)=N)C(=O)O